C[N+](CC(C)O)(C)C trimethyl-N-2-hydroxypropylammonium